OC1=C2C3C(C(OC2=CC(=C1C(=O)NCCC(=O)O)CCCCC)(C)C)CCC=C3 3-(1-hydroxy-6,6-dimethyl-3-pentyl-6a,7,8,10a-tetrahydro-6H-benzo[c]chromene-2-carboxamido)propanoic acid